N-((1-(4-chlorophenyl)cyclobutyl)methyl)-4-(trifluoromethoxy)benzenesulfonamide ClC1=CC=C(C=C1)C1(CCC1)CNS(=O)(=O)C1=CC=C(C=C1)OC(F)(F)F